C1(=CC=CC=C1)C1(C2=CC=CC=C2C=2C=CC=CC12)C1=CC=C(C=C1)NC1=CC=C(C=C1)C1=CC=CC=C1 N-[4-(9-phenyl-9H-fluoren-9-yl)phenyl]-[1,1'-biphenyl]-4-amine